3',3'-difluoro-N-methyl-1',2',3',6'-tetrahydro-[3,4'-bipyridine]-6-carboxamide FC1(CNCC=C1C=1C=NC(=CC1)C(=O)NC)F